BrC1=CC2=C(N(N=C2C=C1)[C@H]1C=C(C(=O)O)O[C@H]([C@@H]1NC(C(F)(F)F)=O)[C@H](O)[C@H](O)CO)C#N 2,6-Anhydro-4-(5-bromo-3-cyano-2H-indazol-2-yl)-3,4,5-trideoxy-5-trifluoroacetamido-D-glycero-D-galacto-non-2-enonic acid